1-tert-butyl 5-methyl (5R)-5-methyl-2H-pyrrole-1,5-dicarboxylate C[C@@]1(C=CCN1C(=O)OC(C)(C)C)C(=O)OC